1-(2-(3-oxo-3-(4-(5-(trifluoromethyl)pyrimidin-2-yl)piperazin-1-yl)propoxy)ethyl)-1,5-dihydro-4H-pyrazolo[3,4-d]pyridazin-4-one silicon-boron-zinc [Zn].[B].[Si].O=C(CCOCCN1N=CC2=C1C=NNC2=O)N2CCN(CC2)C2=NC=C(C=N2)C(F)(F)F